CC(CCCCCCCCOC(CCCCCN(CCCCCCCC(=O)OC(CCCCCCCC)CCCCCCCC)CCOC(CCCN(CCO[Si](C(C)(C)C)(C)C)C)=O)=O)C heptadecan-9-yl 8-((6-((9-methyldecyl)oxy)-6-oxohexyl)(2,2,3,3,7-pentamethyl-11-oxo-4,12-dioxa-7-aza-3-silatetradecan-14-yl)amino)octanoate